4-(1,2-diphenylethyl)pyridine tert-butyl-2-(methylthio)-4-oxo-3,4,5,7-tetrahydro-6H-pyrrolo[3,4-d]pyrimidine-6-carboxylate C(C)(C)(C)OC(=O)N1CC=2N=C(NC(C2C1)=O)SC.C1(=CC=CC=C1)C(CC1=CC=CC=C1)C1=CC=NC=C1